C1(CC1)CNC=1C(C(C1NCC1=C(C=C(C=C1)C1=NOC(=N1)C(F)(F)F)F)=O)=O 3-((cyclopropylmethyl)amino)-4-((2-fluoro-4-(5-(trifluoromethyl)-1,2,4-oxadiazol-3-yl)benzyl)amino)cyclobut-3-ene-1,2-dione